C1(=CC(=CC=C1)CCCCCCCCC\C=C/CCCCCCCC(=O)N)CCCCCCCCC\C=C/CCCCCCCC(=O)N m-xylylenebisoleic acid amide